C(C)(C)(C)OC(=O)N(C=1C2=C(N=C(N1)F)N(C=C2)C(=O)OC(C)(C)C)C(=O)OC(C)(C)C tert-butyl 4-[bis(tert-butoxycarbonyl) amino]-2-fluoro-7H-pyrrolo[2,3-d]pyrimidine-7-carboxylate